(3S)-N-(3-{2-[(4R)-3,3-difluoro-4-hydroxypyrrolidin-1-yl]-6-(morpholin-4-yl)pyridin-4-yl}-4-methylphenyl)-3-(2,2,2-trifluoroethyl)pyrrolidine-1-carboxamide FC1(CN(C[C@H]1O)C1=NC(=CC(=C1)C=1C=C(C=CC1C)NC(=O)N1C[C@@H](CC1)CC(F)(F)F)N1CCOCC1)F